ammonium hexachloropalladium (IV) salt Cl[Pd-2](Cl)(Cl)(Cl)(Cl)Cl.[NH4+].[NH4+]